3-(2-methoxyethylamino)benzoate COCCNC=1C=C(C(=O)[O-])C=CC1